(3S,4R,5R,6S)-1-[(3E)-6-{[2-(4-fluorophenyl)-1,3-thiazol-4-yl]methoxy}-3-hexen-1-yl]-3,4,5,6-azepanetetrol FC1=CC=C(C=C1)C=1SC=C(N1)COCC/C=C/CCN1C[C@@H]([C@H]([C@@H]([C@H](C1)O)O)O)O